(R)-beta-hydroxytetradecanoate O[C@@H](CC(=O)[O-])CCCCCCCCCCC